C1(CCCC1)N1C(C=CC(=C1)C1=NC(=NC=C1)NC1=CC=C(C=C1)N(C)C)=O cyclopentyl-5-(2-(4-(dimethylamino)phenyl)aminopyrimidin-4-yl)-pyridin-2(1H)-one